3-{[4-chloro-3-(2-methyl-6-{[(1r,4r)-4-(trifluoromethyl)cyclohexyl]oxy}pyrimidin-4-yl)-1H-pyrrolo[3,2-c]pyridin-1-yl]methyl}oxetan-3-ol ClC1=NC=CC2=C1C(=CN2CC2(COC2)O)C2=NC(=NC(=C2)OC2CCC(CC2)C(F)(F)F)C